C(C)(=O)C=1NC(C=2C(N1)=NN(C2)C2=C(C=C(C=C2C)C(C)(F)F)C)=O 6-acetyl-2-{4-(1,1-difluoroethyl)-2,6-dimethylphenyl}-2,5-dihydro-4H-pyrazolo[3,4-d]pyrimidin-4-one